4-hydroxy-3-(10-phenylanthracen-9-yl)-3-penten-2-one OC(=C(C(C)=O)C=1C2=CC=CC=C2C(=C2C=CC=CC12)C1=CC=CC=C1)C